tert-butyl 3-[7-[3-chloro-5-(methoxymethoxy)-2-(trifluoromethyl)phenyl]-8-fluoro-2-methylsulfanyl-pyrido[4,3-d]pyrimidin-4-yl]-3,8-diazabicyclo[3.2.1]octane-8-carboxylate ClC=1C(=C(C=C(C1)OCOC)C1=C(C=2N=C(N=C(C2C=N1)N1CC2CCC(C1)N2C(=O)OC(C)(C)C)SC)F)C(F)(F)F